(S)-N'-(((S)-1-(methoxymethyl)-1,2,3,5,6,7-hexahydro-s-indacen-4-yl)carbamoyl)-6,7-dihydro-5H-pyrazolo[5,1-b][1,3]oxazine-3-sulfonimidamide COC[C@H]1CCC2=C(C=3CCCC3C=C12)NC(=O)N=[S@@](=O)(N)C=1C=NN2C1OCCC2